tert-butyl N-[[5-[[2-(tert-butoxycarbonylamino)-5-(2-thienyl)phenyl]carbamoyl]-2-pyridyl]-methyl-oxo-sulfanylidene]carbamate C(C)(C)(C)OC(=O)NC1=C(C=C(C=C1)C=1SC=CC1)NC(=O)C=1C=CC(=NC1)S(=NC(OC(C)(C)C)=O)(=O)C